C(C)OC(CN1C(N(C2=C1C=CC=C2C)C2=CC=C(C=C2)C2=C1C(=CN=C2)N(N=C1)C)=O)=O.CS(=O)(=O)C1CCC(CC1)=O 4-(methylsulfonyl)cyclohexane-1-one ethyl-2-[4-methyl-3-[4-(1-methylpyrazolo[3,4-c]pyridin-4-yl)phenyl]-2-oxo-benzimidazol-1-yl]acetate